FC=1C=C(C=C(C1)S(=O)(=O)C(F)(F)F)CC1CC2(CNC2)C1 6-[[3-fluoro-5-(trifluoromethylsulfonyl)phenyl]methyl]-2-azaspiro[3.3]heptane